[Na+].CC1=C(N)C=C(C(=C1)C)S(=O)(=O)[O-] 2,4-dimethylaniline-5-sulfonic acid sodium salt